S1C=NC2=C1C=CC(=C2)CNC(=O)[C@H]2NCCN(C2)C=2C1=C(N=CN2)NC(=C1)C1=CC=C(C=C1)C(F)(F)F (S)-N-(benzo[d]thiazol-5-ylmethyl)-4-(6-(4-(trifluoromethyl)phenyl)-7H-pyrrolo[2,3-d]pyrimidin-4-yl)piperazine-2-carboxamide